N1CN=CC2=C1N1C(=C2)C(N=CC12CCCCC2)=O dihydro-6'H-spiro[cyclohexane-1,9'-pyrazino[1',2':1,5]pyrrolo[2,3-d]pyrimidine]-6'-one